6-(2-(benzothiazol-2-yl)vinyl)naphthalene-2-ol S1C(=NC2=C1C=CC=C2)C=CC=2C=C1C=CC(=CC1=CC2)O